CC1=C(C=CC(=C1)Cl)OC(C)C(=O)O (±)-2-(4-chloro-2-methylphenoxy)propanoic acid